(2S)-1'-(5-amino-4H-1,2,4-triazol-3-yl)-2-(4-chlorobenzyl)-4-methyl-[1,4'-bi-piperidin]-4-ol 2,2,2-trifluoroacetate FC(C(=O)O)(F)F.NC=1NC(=NN1)N1CCC(CC1)N1[C@H](CC(CC1)(O)C)CC1=CC=C(C=C1)Cl